4-chloro-N-(2-chloro-4-(N-(2,4-dimethoxybenzyl)-N-(1,2,4-thiadiazol-5-yl)sulfonylamino)-5-fluorophenyl)-2-(pyrrolidin-1-yl)benzamide ClC1=CC(=C(C(=O)NC2=C(C=C(C(=C2)F)N(S(=O)(=O)C2=NC=NS2)CC2=C(C=C(C=C2)OC)OC)Cl)C=C1)N1CCCC1